C(C)(C)(C)OC(=O)N1CCN(CC1)C=1SC(=NN1)C=1C=NC(=CC1Cl)Cl 4-[5-(4,6-dichloropyridin-3-yl)-1,3,4-thiadiazol-2-yl]Piperazine-1-carboxylic acid tert-butyl ester